tert-butyl ((1-(7-fluoro-4-hydroxy-2,2-dimethylchroman-4-yl)ethyl)sulfonyl)carbamate FC1=CC=C2C(CC(OC2=C1)(C)C)(O)C(C)S(=O)(=O)NC(OC(C)(C)C)=O